N1=CC=C(C=C1)CN1N=C2C3=C(CC4(C2=C1)CC4)OC(=C3C(F)(F)F)C(=O)OCC ethyl 2'-[(pyridin-4-yl)methyl]-8'-(trifluoromethyl)-2',5'-dihydrospiro[cyclopropane-1,4'-furo[2,3-g]indazole]-7'-carboxylate